tert-Butyl 4-(6-bromo-1-methyl-1H-pyrrolo[3,2-b]pyridin-2-yl)piperidine-1-carboxylate Sodium hydride [H-].[Na+].BrC=1C=C2C(=NC1)C=C(N2C)C2CCN(CC2)C(=O)OC(C)(C)C